(1R,5S)-3-(5-(1-(4-amino-1H-pyrazol-1-yl)ethyl)-3-methylpyridin-2-yl)-3-azabicyclo[3.1.0]hexan-2-one NC=1C=NN(C1)C(C)C=1C=C(C(=NC1)N1C([C@@H]2C[C@@H]2C1)=O)C